hexane-1-carboxylate C(CCCCC)C(=O)[O-]